tert-butyl (8-chloro-9-fluoro-5,6-dihydro-4H-pyrrolo[3,2,1-ij]quinolin-5-yl)carbamate ClC=1C=C2CC(CN3C2=C(C1F)C=C3)NC(OC(C)(C)C)=O